N-(4,6-difluorobenzo[d]thiazol-2-yl)trichloroacetamide FC1=CC(=CC2=C1N=C(S2)NC(C(Cl)(Cl)Cl)=O)F